methyl 2-formyl-5-[(1r,3r)-3-[[(tert-butoxy)carbonyl]amino]cyclobutoxy]benzoate C(=O)C1=C(C(=O)OC)C=C(C=C1)OC1CC(C1)NC(=O)OC(C)(C)C